4,4,5-trimethylhex-5-en-3-one oxime CC(C(CC)=NO)(C(=C)C)C